dodecyl-di(aminoethyl)glycine C(CCCCCCCCCCC)C(N(CCN)CCN)C(=O)O